2-(1,3-dimethoxy-2-methylpropan-2-yl)tetrahydrofuran COCC(COC)(C)C1OCCC1